CC1=C2COC(C2=CC=C1C1OCC1)=O 4-methyl-5-(oxetan-2-yl)isobenzofuran-1(3H)-one